FC1=C(\C=N\N=C/2\NC(C(N2)CC(=O)NC2C3SC(C(N3C2=O)C(=O)O)(C)C)=O)C(=CC=C1)F 6-(2-((E)-2-(((E)-2,6-difluorobenzylidene)hydrazineylidene)-5-oxoimidazolidine-4-yl)acetamido)-3,3-dimethyl-7-oxo-4-thia-1-azabicyclo[3.2.0]heptane-2-carboxylic acid